2-[(4-Chloro-5-fluoro-3-pyridinyl)methylamino]ethanol ClC1=C(C=NC=C1F)CNCCO